1-(2-fluoro-3-iodophenyl)-1H-pyrazole FC1=C(C=CC=C1I)N1N=CC=C1